4-(trifluoromethoxy)isoindoline FC(OC1=C2CNCC2=CC=C1)(F)F